O[C@@H]1C[C@H](N(C1)C([C@H](C(C)(C)C)NC(COCCOCCOCCOCCCCCOCC(=O)N[C@H](C(N1[C@@H](C[C@H](C1)O)C(NCC1=CC=C(C=C1)C1=C(N=CS1)C)=O)=O)C(C)(C)C)=O)=O)C(NCC1=CC=C(C=C1)C1=C(N=CS1)C)=O N1,N20-Bis((S)-1-((2S,4R)-4-hydroxy-2-((4-(4-methylthiazol-5-yl)benzyl)carbamoyl)pyrrolidin-1-yl)-3,3-dimethyl-1-oxobutan-2-yl)-3,6,9,12,18-pentaoxaicosanediamide